(Z)-N-(3-(5-chloro-2-isopropylphenyl)-4-oxothiazolidine-2-ylidene)-2-(1-(4-(1-(4-(trifluoromethoxy)phenyl)-1H-1,2,4-triazol-3-yl)phenyl)ethyl)hydrazine-1-carboxamide ClC=1C=CC(=C(C1)N1/C(/SCC1=O)=N/C(=O)NNC(C)C1=CC=C(C=C1)C1=NN(C=N1)C1=CC=C(C=C1)OC(F)(F)F)C(C)C